Cl.FC(CN)(F)F Trifluoroethylamine hydrochloride